(7-chloroimidazo[1,2-b]pyridazin-3-yl)(2-(4-(difluoromethoxy)phenyl)-8-methoxy-2,3-dihydrobenzo[b][1,4]dioxin-6-yl)methanol ethyl-(1H-benzo[d]imidazol-6-yl)alaninate C(C)N([C@@H](C)C(=O)OC(C1=CC2=C(OC(CO2)C2=CC=C(C=C2)OC(F)F)C(=C1)OC)C1=CN=C2N1N=CC(=C2)Cl)C=2C=CC1=C(NC=N1)C2